NC1=CC(=C(C=C1)C1CCN(CC1)C(=O)OC(C)(C)C)Cl tert-butyl 4-(4-amino-2-chloro-phenyl)piperidine-1-carboxylate